C(C)C1=C(C=CC=C1)[C@H]1NCCC1 (2S)-2-(2-ethylphenyl)pyrrolidine